NC1=NC=CC=C1C1=NC=2C(=NC(=CC2)C=2N=CSC2)N1C=1C=C2CC[C@@H](C2=CC1)NC(C1=CC(=C(C=C1)O)C=O)=O N-[(1S)-5-[2-(2-aminopyridin-3-yl)-5-(1,3-thiazol-4-yl)imidazo[4,5-b]pyridin-3-yl]-2,3-dihydro-1H-inden-1-yl]-3-formyl-4-hydroxybenzamide